C(C)OC(C(N1[C@H](CC[C@@H](C1)C)C1=CC(=NC=C1)OC)=O)=O.O=C(C(=O)N)N1[C@H](CC[C@@H](C1)C)C1=CC(=NC=C1)OC 2-oxo-2-[(2R,5S)-2-(2-methoxy-4-pyridyl)-5-methyl-1-piperidyl]acetamide Ethyl-2-oxo-2-[(2R,5S)-2-(2-methoxy-4-pyridyl)-5-methyl-1-piperidyl]acetate